BrC=1C(=NN2C1[C@H](OCC2)C)C2=NC=C(C=C2)F (R)-3-Bromo-2-(5-fluoropyridin-2-yl)-4-methyl-6,7-dihydro-4H-pyrazolo[5,1-c][1,4]oxazine